C(C)(=O)NC(C)CC1=CC=CC=C1 N-Acetyl-Amphetamine